5-methyl-1-(tetrahydro-2H-pyran-2-yl)-6-(2-(2-(trifluoromethyl)pyrimidin-5-yl)-2,8-diazaspiro[4.5]decan-8-yl)-1,5-dihydro-4H-pyrazolo[3,4-d]pyrimidin-4-one CN1C(=NC2=C(C1=O)C=NN2C2OCCCC2)N2CCC1(CCN(C1)C=1C=NC(=NC1)C(F)(F)F)CC2